tert-Butyl 3-methyl-3-(methylcarbamoyl)azetidine-1-carboxylate CC1(CN(C1)C(=O)OC(C)(C)C)C(NC)=O